C1NCC12CN(CC2)C2=CN=CC(=N2)C=2SC(=NN2)C(F)(F)F 2-(6-(2,6-diazaspiro[3.4]octan-6-yl)pyrazin-2-yl)-5-(trifluoromethyl)-1,3,4-thiadiazole